O1C(OC(OC1=O)=O)=O [1,3,5]trioxane-2,4,6-trione